N-(2-chloro-5-hydroxyphenyl)-4-methoxy-2-((3-methyl-4-(1-methyl-piperidin-4-yl)phenyl)amino)pyrimidine-5-carboxamide ClC1=C(C=C(C=C1)O)NC(=O)C=1C(=NC(=NC1)NC1=CC(=C(C=C1)C1CCN(CC1)C)C)OC